2-(4-bromoethylphenyl)-1-methylbenzimidazole BrCCC1=CC=C(C=C1)C1=NC2=C(N1C)C=CC=C2